2-((2r,4S)-2-(((S)-1-(((6-amino-2-methylpyridin-3-yl)methyl)amino)-1-oxopropan-2-yl)carbamoyl)-4-phenylpiperidin-1-yl)acetic acid trifluoroacetate FC(C(=O)O)(F)F.NC1=CC=C(C(=N1)C)CNC([C@H](C)NC(=O)[C@@H]1N(CC[C@@H](C1)C1=CC=CC=C1)CC(=O)O)=O